[Cl-].[Cl-].C1(=CC=CC=C1)C(C1=CC=CC=C1)=[Zr+2](C1(C(C(CC2C3C(C4C=5C=CC=CC5CC4=C21)CCCC3)C)(C)C)C)C3C=CC=C3 diphenylmethylene(cyclopentadienyl)(tetramethyldodecahydrodibenzofluorenyl)zirconium dichloride